(S)-6-(2,6-difluorophenyl)-3-(1-(6-ethoxy-5-methoxypyridin-2-yl)-2-(methylsulfonyl)ethyl)-7-methyl-1H-imidazo[4,5-b]pyridin-2(3H)-one FC1=C(C(=CC=C1)F)C=1C(=C2C(=NC1)N(C(N2)=O)[C@H](CS(=O)(=O)C)C2=NC(=C(C=C2)OC)OCC)C